(cis)-tert-Butyl 4-((3-(ethoxycarbonyl)-3-methylcyclobutyl) methyl)-3,3-difluorohexahydropyrrolo[3,2-b]pyrrole-1(2H)-carboxylate C(C)OC(=O)C1(CC(C1)CN1CC[C@@H]2N(CC([C@@H]21)(F)F)C(=O)OC(C)(C)C)C